FC1=CC=C(C=C1)C(NC(=O)N1CCC2(CC1)OC1=CC=C(C=C1C(C2)=O)F)([2H])[2H] N-(4-fluorophenylmethyl-d2)-6-fluoro-4-oxospiro[chromane-2,4'-piperidine]-1'-carboxamide